O=C1COCCN1N1CC(CC1)NC(=O)C1=CC(=NN1)C(=O)N N5-(1-(3-oxomorpholino)pyrrolidin-3-yl)-1H-pyrazole-3,5-dicarboxamide